6-ethyl-3,3-dimethylquinoline-2,4(1H,3H)-dione C(C)C=1C=C2C(C(C(NC2=CC1)=O)(C)C)=O